methyl 2-(3-iodo-phenyl)-6,6-dimeth-yl-7-oxoheptanoate IC=1C=C(C=CC1)C(C(=O)OC)CCCC(C=O)(C)C